[O-]C#N.FC(C(C1=CC=C(O)C=C1)(C(F)(F)F)C1=CC=C(C=C1)O)(F)F Hexafluorobisphenol A Cyanate